2-Chloro-4-((3R)-8-(6-(3-((4-(3-((2,6-dioxo-piperidin-3-yl)amino)-phenyl)piperazin-1-yl)-methyl)azetidine-1-carbonyl)pyridazin-3-yl)-3-methyl-2,8-diazaspiro[4.5]decan-2-yl)benzonitrile ClC1=C(C#N)C=CC(=C1)N1CC2(C[C@H]1C)CCN(CC2)C=2N=NC(=CC2)C(=O)N2CC(C2)CN2CCN(CC2)C2=CC(=CC=C2)NC2C(NC(CC2)=O)=O